C1(CC1)C1=CC(=CC(=N1)N1C(C2=CC(=CC(=C2C1)C(F)(F)F)CNCC1(CCC1)O)=O)C1=C(C=CC=C1)C1=NN=CN1C 2-(6-Cyclopropyl-4-(2-(4-methyl-4H-1,2,4-triazol-3-yl)phenyl)pyridin-2-yl)-6-((((1-hydroxycyclobutyl)methyl)amino)methyl)-4-(trifluoromethyl)isoindolin-1-one